N[C@H](C(=O)NC1=C2C=C(NC2=CC=C1)C(=O)[O-])CC1=CC=C(C=C1)N1C(CN(CC1)C1CCOCC1)=O (S)-4-(2-amino-3-(4-(4-(tetrahydro-2H-pyran-4-yl)-2-oxopiperazin-1-yl) phenyl) propanamido)-1H-indole-2-carboxylate